C(C1=CC=CC=C1)N1N=C(C=C1NC(=O)NC1=C(C=C(C=C1)OC1=CC=NC=2NC(C=NC21)=O)F)C(C)(C)C 1-(1-benzyl-3-(tert-butyl)-1H-pyrazol-5-yl)-3-(2-fluoro-4-((3-oxo-3,4-dihydropyrido[2,3-b]pyrazin-8-yl)oxy)phenyl)urea